2-bromo-6-[1-(trifluoromethyl)cyclopropyl]pyridine BrC1=NC(=CC=C1)C1(CC1)C(F)(F)F